N-((3S,4S)-3-((6-(2,6-dichloro-3,5-dimethoxyphenyl)-8-((tetrahydrofuran-3-yl)amino)pyrido[3,4-d]pyrimidin-2-yl)amino)tetrahydro-2H-pyran-4-yl)acrylamide ClC1=C(C(=C(C=C1OC)OC)Cl)C1=CC2=C(N=C(N=C2)N[C@@H]2COCC[C@@H]2NC(C=C)=O)C(=N1)NC1COCC1